FC(C1=C2CN(C(C2=CC(=C1)CNC1(CCC1)C)=O)C1=CC(=CC=C1)C1(COC1)[C@H](C1=NN=CN1C)F)F (R)-4-(difluoromethyl)-2-(3-(3-(fluoro(4-methyl-4H-1,2,4-triazol-3-yl)methyl)oxetan-3-yl)phenyl)-6-(((1-methylcyclobutyl)amino)-methyl)isoindolin-1-one